[2-(1H-indol-6-yl)-1H-imidazol-5-yl]-(3,4,5-trimethoxyphenyl)methanone N1C=CC2=CC=C(C=C12)C=1NC(=CN1)C(=O)C1=CC(=C(C(=C1)OC)OC)OC